S1C(=CC=2OCCCC21)C=O (6,7-dihydro-5H-thieno[3,2-b]pyran-2-yl)methanone